tri(2,4,4-trimethyl-1-pentyl)citrate CC(CC(C(C(C(=O)[O-])(CC(CC(C)(C)C)C)CC(CC(C)(C)C)C)(O)C(=O)[O-])C(=O)[O-])CC(C)(C)C